(tri-n-butylphosphine) gold(I) [Au+].C(CCC)P(CCCC)CCCC